FC1=C(C=CC=C1)[C@@H]1C[C@@H](C=2N1N=C(N2)S)F (5S,7S)-5-(2-fluorophenyl)-7-fluoro-6,7-dihydro-5H-pyrrolo[1,2-b][1,2,4]triazole-2-thiol